(3-bromobenzyl)trimethylammonium bromide [Br-].BrC=1C=C(C[N+](C)(C)C)C=CC1